OC=1N(N=C2CCC(CC12)N1CCN(CC1)C1=CC=C(C=C1)C(C)=O)C1=NC=CC=C1 1-(4-(4-(3-hydroxy-2-(pyridin-2-yl)-4,5,6,7-tetrahydro-2H-indazol-5-yl)piperazine-1-yl)phenyl)ethan-1-one